tert-butyl-6-[4-(1,1-difluoro-2-hydroxy-2-methylpropyloxy)phenyl]-4-{[(3S)-piperidin-3-yl]amino}pyrido[3,2-d]pyrimidine-8-carboxamide C(C)(C)(C)C=1N=C(C2=C(N1)C(=CC(=N2)C2=CC=C(C=C2)OC(C(C)(C)O)(F)F)C(=O)N)N[C@@H]2CNCCC2